2-((2-chloropyridin-3-yl)thio)quinolin-6-amine ClC1=NC=CC=C1SC1=NC2=CC=C(C=C2C=C1)N